(1S,2S)-2-(3-chlorophenyl)-N-(6-(((6-cyclopropyl-8-(3-(methylamino)pyrrolidin-1-yl)imidazo[1,2-a]pyridin-2-yl)methyl)amino)pyrimidin-4-yl)cyclopropane-1-carboxamide ClC=1C=C(C=CC1)[C@@H]1[C@H](C1)C(=O)NC1=NC=NC(=C1)NCC=1N=C2N(C=C(C=C2N2CC(CC2)NC)C2CC2)C1